CC(CCC=CC)C(=O)OCC1=CC=CC=C1 Benzyl hept-5-ene-2-carboxylate